8-(2-((4,4-difluorocyclohexyl)amino)-7H-pyrrolo[2,3-d]pyrimidin-5-yl)-3,4-dihydrobenzo[f][1,4]oxazepin-5(2H)-one FC1(CCC(CC1)NC=1N=CC2=C(N1)NC=C2C2=CC1=C(C(NCCO1)=O)C=C2)F